2,2-dioctyl-fluorene C(CCCCCCC)C1(C=C2C=C3C=CC=CC3=C2C=C1)CCCCCCCC